O=C1N(C(C=C1)=O)C=1C=C(C=CC1)S(=O)(=O)N 3-(2,5-dioxo-2,5-dihydro-1H-pyrrol-1-yl)benzenesulfonamide